tert-Butyl 2-(3-methyl-1H-pyrazolo[3,4-c]pyridin-1-yl)pyrimidine-5-carboxylate CC1=NN(C2=CN=CC=C21)C2=NC=C(C=N2)C(=O)OC(C)(C)C